tert-butyl ((2-(((2S*,3S*)-2-(3-hydroxypropyl)tetrahydrofuran-3-yl)oxy)-4-methylphenyl)sulfonyl)-L-prolinate OCCC[C@@H]1OCC[C@@H]1OC1=C(C=CC(=C1)C)S(=O)(=O)N1[C@@H](CCC1)C(=O)OC(C)(C)C |o1:4,8|